2-[3-Fluoro-6-(methoxymethoxy)-2-methyl-4-(trifluoromethyl)phenyl]-4,4,5,5-tetramethyl-1,3,2-dioxaborolane FC=1C(=C(C(=CC1C(F)(F)F)OCOC)B1OC(C(O1)(C)C)(C)C)C